tert-Butyl (4-(4-((6-(methoxymethoxy)-2-(4-(methoxymethoxy)phenyl)benzo[b]thiophen-3-yl)oxy)phenoxy)butyl)carbamate COCOC=1C=CC2=C(SC(=C2OC2=CC=C(OCCCCNC(OC(C)(C)C)=O)C=C2)C2=CC=C(C=C2)OCOC)C1